Tetrabenzyl (3',5-diallyl-[1,1'-biphenyl]-2,4'-diyl) bis(phosphate) P(=O)(OCC1=CC=CC=C1)(OCC1=CC=CC=C1)OC1=C(C=C(C=C1)CC=C)C1=CC(=C(C=C1)OP(=O)(OCC1=CC=CC=C1)OCC1=CC=CC=C1)CC=C